Tert-butyl (3-((4-(bis(2,4-dimethoxybenzyl)amino)-2-(((S)-pent-2-yl)oxy)imidazo[2,1-f][1,2,4]triazin-7-yl)(hydroxy)methyl)bicyclo[1.1.1]pent-1-yl)carbamate COC1=C(CN(C2=NC(=NN3C2=NC=C3C(C32CC(C3)(C2)NC(OC(C)(C)C)=O)O)O[C@@H](C)CCC)CC2=C(C=C(C=C2)OC)OC)C=CC(=C1)OC